BrC#CCOCC=CC=CC 1-(3-bromoprop-2-ynyloxy)hexa-2,4-diene